(2,3-dichloro-4-hydroxy-phenyl)boronic acid ClC1=C(C=CC(=C1Cl)O)B(O)O